Butyl ((2-(((RS)-5-((tert-butoxycarbonyl)(4,4-difluorocyclohexyl)amino)-2-methylpentyl)oxy)-4-methylphenyl)sulfonyl)-L-prolinate C(C)(C)(C)OC(=O)N(CCC[C@H](COC1=C(C=CC(=C1)C)S(=O)(=O)N1[C@@H](CCC1)C(=O)OCCCC)C)C1CCC(CC1)(F)F |&1:11|